C1(CC1)C=1N=CN(C1C1=CC=CC=C1)COCC[Si](C)(C)C 2-[(4-cyclopropyl-5-phenyl-imidazol-1-yl)methoxy]ethyl-trimethyl-silane